C1(CC1)N1C=C(C2=CC=CC=C12)C1=NC(=NC=C1C=1C=NN(C1)C([2H])([2H])[2H])NC=1C(=CC(=C(C1)NC(C=C)=O)N(C)CCN(C)C)OC N-(5-((4-(1-Cyclopropyl-1H-indol-3-yl)-5-(1-(methyl-d3)-1H-pyrazol-4-yl)pyrimidin-2-yl)amino)-2-((2-(dimethylamino)ethyl)(methyl)amino)-4-methoxyphenyl)acrylamide